O=C1N(CCC(C1)C1=CC2=C(NC(O2)=O)C=C1)C(=O)OC(C)(C)C tert-Butyl 2-oxo-4-(2-oxo-3H-1,3-benzoxazol-6-yl)piperidine-1-carboxylate